Cl.Cl.N[C@H](C(=O)NC1=CC(=C(C=C1)C1=CNC(C=2C=CC=NC12)=O)F)C(C1=CC=CC=C1)C1=CC=CC=C1 (S)-2-amino-N-(3-fluoro-4-(5-oxo-5,6-dihydro-1,6-naphthyridin-8-yl)phenyl)-3,3-diphenylpropanamide dihydrochloride